4-(2-hydroxyethyl)butan OCCCCCC